C(C)(C)(C)OC(=O)N1CCC2(C(COC2)=C=O)CC1 4-Carbonyl-2-oxa-8-azaspiro[4.5]decane-8-carboxylic acid tert-butyl ester